BrC=1N=C(N2C1C=CC=C2)C(=O)N 1-bromoimidazo[1,5-a]pyridine-3-carboxamide